C1(CCCCC1)C#CI 2-cyclohexylethynyliodine